5-chloro-benzoic acid methyl ester COC(C1=CC=CC(=C1)Cl)=O